4-((2-hydroxyethyl)sulphonamido)-N-(pyrazolo[1,5-a]pyridin-3-yl)-2-(6-azaspiro[2.5]oct-6-yl)benzamide OCCS(=O)(=O)NC1=CC(=C(C(=O)NC=2C=NN3C2C=CC=C3)C=C1)N1CCC3(CC3)CC1